2-(benzyloxy)-5-((2-hydroxyethylamino)methyl)phenol hydrochloride Cl.C(C1=CC=CC=C1)OC1=C(C=C(C=C1)CNCCO)O